tert-butyl (trans)-3-(bromomethyl)-4-methylpyrrolidine-1-carboxylate BrC[C@@H]1CN(C[C@H]1C)C(=O)OC(C)(C)C